COC=C(C(=O)N)OC1=CC=C2C(=CC(OC2=C1)=O)C1=C(C=CC=C1)C (S)-3-methoxy-2-((2-oxo-4-(o-tolyl)-2H-chromen-7-yl)oxy)propenamide